tert-butyl 4-(6-(2,5-dimethyl-1H-pyrrol-1-yl)-2-ethylpyridin-3-yl)piperazine-1-carboxylate CC=1N(C(=CC1)C)C1=CC=C(C(=N1)CC)N1CCN(CC1)C(=O)OC(C)(C)C